[Cl-].[NH+]12CC3CC(CC(C1)C3)C2 1-azoniaadamantane chloride